ClC1=CC(=C(C=C1)COC=1N=C(SC1)OC(=O)N1CCC=CC1)F.O1C=CC=2C(=NC=CC21)C2=CC=C(C(=O)NC1CCN(CC1)CC(F)(F)F)C=C2 4-(furo[3,2-c]pyridin-4-yl)-N-[1-(2,2,2-trifluoroethyl)piperidin-4-yl]benzamide [4-[(4-chloro-2-fluoro-phenyl)methoxy]thiazol-2-yl]-3,6-dihydro-2H-pyridine-1-carboxylate